C(C)OC(COC1=C(C=CC=C1)C(CC)=O)=O 2-(2-propionylphenoxy)acetic acid ethyl ester